F[C@@H]1CN(C[C@H]1O)C(=O)OC(C)(C)C trans-tert-butyl 3-fluoro-4-hydroxypyrrolidine-1-carboxylate